(3R)-4-[2-cyano-6-(2-ethoxyphenyl)pyridin-3-yl]-3-ethylpiperazine-1-carboxylic acid tert-butyl ester C(C)(C)(C)OC(=O)N1C[C@H](N(CC1)C=1C(=NC(=CC1)C1=C(C=CC=C1)OCC)C#N)CC